8-[4-(2-Dimethylamino-acetyl)-piperazin-1-yl]-9-ethyl-6,6-dimethyl-11-oxo-6,11-dihydro-5H-benzo[b]carbazole-3-carbonitrile CN(CC(=O)N1CCN(CC1)C=1C(=CC2=C(C(C=3NC4=CC(=CC=C4C3C2=O)C#N)(C)C)C1)CC)C